1-(6-(Chloromethyl)-5-fluoropyridin-3-yl)dihydropyrimidine-2,4(1H,3H)-dione ClCC1=C(C=C(C=N1)N1C(NC(CC1)=O)=O)F